(R)-N-[(1S)-1-(4-bromo-phenyl)-2,2-difluoro-propyl]-2-methyl-propane-2-sulfinamide BrC1=CC=C(C=C1)[C@@H](C(C)(F)F)N[S@](=O)C(C)(C)C